FC(CC(N1N=CC(=C1)[N+](=O)[O-])C1=NN=NN1CC(F)(F)F)F 5-[3,3-difluoro-1-(4-nitropyrazol-1-yl)propyl]-1-(2,2,2-trifluoroethyl)tetrazole